Tert-butyl 4-[1-[1-[(4-methoxyphenyl)methyl]-2,6-dioxo-3-piperidyl]-3-methyl-2-oxo-benzimidazol-4-yl]piperazine-1-carboxylate COC1=CC=C(C=C1)CN1C(C(CCC1=O)N1C(N(C2=C1C=CC=C2N2CCN(CC2)C(=O)OC(C)(C)C)C)=O)=O